1-fluoroheptane-2-ol FCC(CCCCC)O